Zinc undecylenate C(CCCCCCCCC=C)(=O)[O-].[Zn+2].C(CCCCCCCCC=C)(=O)[O-]